1-(4-(4-chloro-2-(4-cyclopropyl-piperazin-1-yl)benzyl)-piperazine-1-carbonyl)-1H-pyrazole-3-carboxylic acid ClC1=CC(=C(CN2CCN(CC2)C(=O)N2N=C(C=C2)C(=O)O)C=C1)N1CCN(CC1)C1CC1